bis(carbazolyl)-1,1'-biphenyl C1(=CC=CC=2C3=CC=CC=C3NC12)C1=CC=C(C=C1)C1=CC=C(C=C1)C1=CC=CC=2C3=CC=CC=C3NC12